C1(CC1)C=1C(=C2C(=NC1C)CCC2)NC(N[S@@](=O)(C2=CN=C(S2)C(C)(C)O)=NC(OC(C)(C)C)=O)=O Tert-butyl (R)-((3-(3-cyclopropyl-2-methyl-6,7-dihydro-5H-cyclopenta[b]pyridin-4-yl)ureido) (2-(2-hydroxypropan-2-yl)thiazol-5-yl)(oxo)-sulfaneylidene)carbamate